2-(4-((2-oxopyrrolidin-1-yl)methyl)piperidin-1-yl)-5-(1-(tetrahydro-2H-pyran-2-yl)-1H-pyrazol-4-yl)benzaldehyde O=C1N(CCC1)CC1CCN(CC1)C1=C(C=O)C=C(C=C1)C=1C=NN(C1)C1OCCCC1